N1(CCOCC1)C=1C=C(C=NC1)N 5-morpholinylpyridin-3-amine